3-methyl-butanesulfonic acid CC(CCS(=O)(=O)O)C